3-chloro-5-(2-(4-((2-(4-(1-(1-(2-(2,6-dioxopiperidin-3-yl)-1,3-dioxoisoindolin-5-yl)pyrrolidin-3-yl)azetidin-3-yl)piperazin-1-yl)pyrimidin-4-yl)methoxy)phenyl)propan-2-yl)benzonitrile ClC=1C=C(C#N)C=C(C1)C(C)(C)C1=CC=C(C=C1)OCC1=NC(=NC=C1)N1CCN(CC1)C1CN(C1)C1CN(CC1)C=1C=C2C(N(C(C2=CC1)=O)C1C(NC(CC1)=O)=O)=O